rac-(4aR,8aS)-6-[4-[(4-tert-butylthiazol-2-yl)methyl]piperidine-1-carbonyl]-4,4a,5,7,8,8a-hexahydropyrido[4,3-b][1,4]oxazin-3-one C(C)(C)(C)C=1N=C(SC1)CC1CCN(CC1)C(=O)N1C[C@@H]2[C@@H](OCC(N2)=O)CC1 |r|